(R)-2-(2,5-dioxo-2,5-dihydro-1H-pyrrol-1-yl)-N-(2-fluorobenzyl)propanamide O=C1N(C(C=C1)=O)[C@@H](C(=O)NCC1=C(C=CC=C1)F)C